(3aR,6R,6aR)-6-(((tert-butyldimethylsilyl)oxy)methyl)-2,2-dimethyltetrahydrofuro[3,4-d][1,3]dioxol-4-ol [Si](C)(C)(C(C)(C)C)OC[C@H]1OC([C@H]2[C@@H]1OC(O2)(C)C)O